ClC1=NC2=CC=CC=C2C(=C1[N+](=O)[O-])NCC1=CC(=CC=C1)CN1CCCCC1 2-chloro-3-nitro-N-(3-(piperidin-1-ylmethyl)benzyl)quinolin-4-amine